NC(C)(C)C1=CC(=NC(=C1)C1=CC(=C(C=C1)C(F)(F)F)Cl)OC1[C@@H]2CN(C[C@H]12)C(=O)C1=C(N=C(S1)C1=NC=CC=N1)C ((1R,5S,6s)-6-((4-(2-aminopropan-2-yl)-6-(3-chloro-4-(trifluoromethyl)phenyl)pyridin-2-yl)oxy)-3-azabicyclo[3.1.0]hexan-3-yl)(4-methyl-2-(pyrimidin-2-yl)thiazol-5-yl)methanone